ClC1=CC(=C(C=C1)C=1C=2N(C(=NN1)SC)C=CC2)C(F)F 1-[4-chloro-2-(difluoromethyl)phenyl]-4-methylsulfanyl-pyrrolo[1,2-d][1,2,4]triazine